(S)-3-((S)-sec-butyl)-1-(2-((tert-butyldimethylsilyl)oxy)ethyl)-7-chloro-5-phenyl-1,3-dihydro-2H-benzo[e][1,4]diazepin-2-one [C@H](C)(CC)[C@@H]1N=C(C2=C(N(C1=O)CCO[Si](C)(C)C(C)(C)C)C=CC(=C2)Cl)C2=CC=CC=C2